ethyl 2-bromo-4-cyanobenzoate BrC1=C(C(=O)OCC)C=CC(=C1)C#N